5-{2,8-dimethylimidazo[1,2-b]pyridazin-6-yl}cinnoline-8-carboxylic acid CC=1N=C2N(N=C(C=C2C)C2=C3C=CN=NC3=C(C=C2)C(=O)O)C1